tert-butyl 4-(2-fluoro-4-nitro-phenyl)piperazine-1-carboxylate FC1=C(C=CC(=C1)[N+](=O)[O-])N1CCN(CC1)C(=O)OC(C)(C)C